[2-(2,3-dihydro-[1,4]oxazino[2,3,4-hi]indol-6-yl)ethyl]dimethylamine hydrochloride Cl.O1CCN2C=C(C3=CC=CC1=C23)CCN(C)C